CC=1C(=NC=CC1)N1N=CC(=C1C(F)(F)F)C(=O)N 1-(3-methylpyridin-2-yl)-5-(trifluoromethyl)-1H-pyrazole-4-carboxamide